Dimethyl-4-vinylphenylsilane C[SiH](C1=CC=C(C=C1)C=C)C